CC1(OB(OC1(C)C)C=1C=C(C=NC1)CCS(=O)(=O)N)C ((5-(4,4,5,5-tetramethyl-1,3,2-dioxaborolan-2-yl)pyridin-3-yl)methyl)methanesulfonamide